N1=C(C=CC=C1)C=1OC=CC1C([O-])=S pyridylfuran-3-thiocarboxylate